[Na].C1CCC2=C(C=3CCCC3C=C12)NC(NS(N(C=1C=NNC1)C1CCN(CC1)C)(=O)=O)=O 3-(1,2,3,5,6,7-hexahydro-s-indacen-4-yl)-1-[(1-methylpiperidin-4-yl)(1H-pyrazol-4-yl)sulfamoyl]urea Sodium Salt